5-((4-(2-(4-tert-butylphenoxy)acetyl)piperazin-1-yl)sulfonyl)indoline-2,3-dione C(C)(C)(C)C1=CC=C(OCC(=O)N2CCN(CC2)S(=O)(=O)C=2C=C3C(C(NC3=CC2)=O)=O)C=C1